tert-butyl (2-acetylpyrimidin-4-yl)carbamate C(C)(=O)C1=NC=CC(=N1)NC(OC(C)(C)C)=O